N-({1-aminoisoquinolin-6-yl}methyl)-3-chloro-5-{(4-(cyclopentylmethyl)piperazin-1-yl)methyl}benzamide NC1=NC=CC2=CC(=CC=C12)CNC(C1=CC(=CC(=C1)CN1CCN(CC1)CC1CCCC1)Cl)=O